(3aS,13aS)-N-[(2,4-Difluorophenyl)methyl]-7,9-dioxo-8-[(phenylmethyl)oxy]-1,2,3,3a,4,5,7,9,13,13a-decahydropyrido[1',2':4,5]pyrazino[1,2-a]pyrrolo[1,2-c]pyrimidine-10-carboxamide FC1=C(C=CC(=C1)F)CNC(=O)C=1C(C(=C2N(C[C@@H]3N(CC[C@H]4N3CCC4)C2=O)C1)OCC1=CC=CC=C1)=O